C(C=C)(=O)N1CC(C1)COC(=O)N[C@@H](CC1=CC=CC=C1)B(O)O (R)-(1-((((1-acryloylazetidin-3-yl)methoxy)carbonyl)amino)-2-phenylethyl)boronic acid